FC(C1=CC=C(C=C1)C#CC=1C(=CC2=C(NC(=N2)C2=C(C=C(C(=C2)OC)OC)OC)C1)N1CCOCC1)(F)F 4-(6-((4-(trifluoromethyl)phenyl)ethynyl)-2-(2,4,5-trimethoxyphenyl)-1H-benzo[d]imidazol-5-yl)morpholine